3-(1-(3,4-dichlorophenyl)pyrrolidin-3-yl)-2-fluoro-6-methylbenzoic acid ClC=1C=C(C=CC1Cl)N1CC(CC1)C=1C(=C(C(=O)O)C(=CC1)C)F